Isopropenyl-Phosphoric Acid C(=C)(C)OP(O)(O)=O